sulfoquinoxaline S(=O)(=O)(O)C1=NC2=CC=CC=C2N=C1